(E,Z)-2,6-Octadienyl acetate C(C)(=O)OC\C=C\CC\C=C/C